NC1=CN(C2=C1C=C(C=N2)C2=NN(C(=C2)C)C)C 3-Amino-5-(1,5-dimethyl-1H-pyrazol-3-yl)-1-methyl-1H-pyrrolo[3,2-e]pyridin